2-amino-6-(trifluoromethyl)nicotinic acid NC1=C(C(=O)O)C=CC(=N1)C(F)(F)F